Trans-2,2-dichloro-N-(4-chloro-3-(2-(4-methoxyphenyl)hydrazine-1-carbonyl)phenyl)-3-(3,5-dichlorophenyl)cyclopropane-1-carboxamide ClC1([C@H]([C@@H]1C1=CC(=CC(=C1)Cl)Cl)C(=O)NC1=CC(=C(C=C1)Cl)C(=O)NNC1=CC=C(C=C1)OC)Cl